5,7-dihydroxy-8-(1-methyl-1,2,3,6-tetrahydropyridin-4-yl)-2-(4-(4-methylpiperazin-1-yl)phenyl)-4H-chromen-4-one OC1=C2C(C=C(OC2=C(C(=C1)O)C=1CCN(CC1)C)C1=CC=C(C=C1)N1CCN(CC1)C)=O